2-[(2R,5S)-2,5-dimethylpiperazin-1-yl]-5-(trifluoromethyl)pyrazine C[C@H]1N(C[C@@H](NC1)C)C1=NC=C(N=C1)C(F)(F)F